3-(6-oxo-6,8-dihydro-2H,7H-spiro[furo[2,3-e]isoindol-3,4'-piperidin]-7-yl)piperidine-2,6-dione O=C1N(CC2=C3C(=CC=C12)C1(CCNCC1)CO3)C3C(NC(CC3)=O)=O